rac-(1S*,2S*)-2-(3-chlorophenyl)-N-(5-(((6-cyclopropylimidazo[1,2-a]pyridin-2-yl)methyl)amino)pyridazin-3-yl)cyclopropane-1-carboxamide ClC=1C=C(C=CC1)[C@@H]1[C@H](C1)C(=O)NC=1N=NC=C(C1)NCC=1N=C2N(C=C(C=C2)C2CC2)C1 |r|